BrC1=C(OC(C(=O)O)C)C=CC=C1F (2-bromo-3-fluoro-phenoxy)propionic acid